7-chloro-1-phenyl-4-(pyridin-4-yl-amino)quinazolin-2(1H)-one ClC1=CC=C2C(=NC(N(C2=C1)C1=CC=CC=C1)=O)NC1=CC=NC=C1